6-ethynyl-nicotinaldehyde C(#C)C1=NC=C(C=O)C=C1